C(C1=CC=CC=C1)OC(=O)[C@@H]1[C@@H](CCCC1)C(=O)O (1R,2S)-2-((benzyloxy)carbonyl)cyclohexane-1-carboxylic acid